(3R)-2-methyl-3-[(3-nitro-4-quinolyl)amino]butan-2-ol CC(C)([C@@H](C)NC1=C(C=NC2=CC=CC=C12)[N+](=O)[O-])O